1-(2-(1-ethoxycarbonylmethyloxycarbonylethylcarbamoyl)-3-thiophen-3-yl-propyl-disulfanylmethyl)-3-methylsulfanylpropyl-amine C(C)OC(=O)COC(=O)C(C)NC(=O)C(CC(C(CCSC)N)SS)CC1=CSC=C1